methyl 2-(((S)-3-(6-((4-cyano-2-fluorobenzyl) oxy) pyridin-2-yl)-3-methylpyrrolidin-1-yl) methyl)-1-((S)-oxetan-2-ylmethyl)-1H-benzo[d]imidazole-6-carboxylate C(#N)C1=CC(=C(COC2=CC=CC(=N2)[C@@]2(CN(CC2)CC2=NC3=C(N2C[C@H]2OCC2)C=C(C=C3)C(=O)OC)C)C=C1)F